tertbutyl peroxypivalate C(C(C)(C)C)(=O)OOC(C)(C)C